N12CCCN=C2CCCC1 1,5-diazabicyclo[4.4.0]dec-5-ene